NC1=C(C=NC(=C1Br)N)C#N 4,6-diamino-5-bromo-pyridine-3-carbonitrile